BrC1=C2C3(C(N(C2=CC(=C1)C(=O)OC)CC1=CC=C(C=C1)OC)=O)COC(C3)O methyl 4'-bromo-5-hydroxy-1'-(4-methoxybenzyl)-2'-oxo-4,5-dihydro-2H-spiro[furan-3,3'-indoline]-6'-carboxylate